ClC=1C=NC(=C(C(=O)NC2CCC(CC2)CN2C(N(C3=C2C=CC=C3)C=3C=NC(=CC3)C3=C(C=CC=C3)CO)=O)C1)C 5-chloro-N-((1r,4r)-4-((3-(6-(2-(hydroxymethyl)phenyl)pyridin-3-yl)-2-oxo-2,3-dihydro-1H-benzo[d]imidazol-1-yl)methyl)cyclohexyl)-2-methylnicotinamide